(S)-3-isopropoxy-N-(2-(2-((1-methyl-1H-pyrazol-4-yl)amino)pyrimidin-4-yl)-6,7,8,9-tetrahydro-5H-benzo[7]annulen-5-yl)azetidine-1-carboxamide C(C)(C)OC1CN(C1)C(=O)N[C@H]1CCCCC2=C1C=CC(=C2)C2=NC(=NC=C2)NC=2C=NN(C2)C